FC1=C(C=CC(=C1)F)[C@@H]1N(OCC1)C1=CC(=NC=N1)NC=1C(=CC(=C(C1)NC(C=C)=O)N1CCC(CC1)N(C)C)OC N-(5-((6-((R)-3-(2,4-difluorophenyl)isoxazolidine-2-yl)pyrimidine-4-yl)amino)-2-(4-(dimethylamino)piperidine-1-yl)-4-methoxyphenyl)acrylamide